C(C)OC(=O)C=1C=NN(C1)CC1=CC=C(C=C1)C(C)C#N.FC(C(=O)NC=1C(=C2C(=NN(C2=CC1)S(=O)(=O)C1=CC=CC=C1)F)I)(F)F 2,2,2-trifluoro-N-(3-fluoro-4-iodo-1-(benzenesulfonyl)-1H-indazol-5-yl)acetamide ethyl-1-(4-(1-cyanoethyl)benzyl)-1H-pyrazole-4-carboxylate